8-nitro-3,4-dihydro-2H-[1,4]thiazepino[2,3,4-hi]indol-6-ol [N+](=O)([O-])C1=C2C=C(N3C2=C(C=C1)SCCC3)O